COCC1=CC=C(O1)C(S\C(=C(\C)/N(C=O)CC=1C(=NC(=NC1)C)N)\CCOP(=O)(O)O)=O (Z)-S-(2-(N-((4-amino-2-methylpyrimidin-5-yl)methyl) formamido)-5-(phosphonooxy)pent-2-en-3-yl) 5-(methoxymethyl)furan-2-carbothioate